(R)-N-(2-(hydroxyamino)-1-(4-methoxyphenyl)-2-oxoethyl)-3,3,3-triphenylpropionamide ONC([C@@H](C1=CC=C(C=C1)OC)NC(CC(C1=CC=CC=C1)(C1=CC=CC=C1)C1=CC=CC=C1)=O)=O